(1R,3s,5S)-8-(2,2-difluoro-2-(4-((4-fluoro-3-methylphenyl)carbamoyl)pyridin-2-yl)acetyl)-8-azabicyclo[3.2.1]octane-3-carboxamide FC(C(=O)N1[C@H]2CC(C[C@@H]1CC2)C(=O)N)(C2=NC=CC(=C2)C(NC2=CC(=C(C=C2)F)C)=O)F